benzyl (2S,3R)-3-(benzyloxy)-2-[([4-[2-(2-ethoxy-2-oxoethoxy) pyridin-3-yl]cyclohex-3-en-1-yl]oxy)methyl]pyrrolidine-1-carboxylate C(C1=CC=CC=C1)O[C@H]1[C@@H](N(CC1)C(=O)OCC1=CC=CC=C1)COC1CC=C(CC1)C=1C(=NC=CC1)OCC(=O)OCC